BrC=1C=C(C(=NC1)[N+](=O)[O-])OC(C)C1=C(C=CC(=C1)F)C1=NN(N=C1CC1NCCC1)C 5-bromo-3-(1-(5-fluoro-2-(2-methyl-5-(pyrrolidin-2-ylmethyl)-2H-1,2,3-triazol-4-yl)phenyl)ethoxy)-2-nitropyridine